BrC1=C(C(=NC(=C1)Cl)OC[C@H](CO)O)O (S)-3-((4-bromo-6-chloro-3-hydroxypyridin-2-yl)oxy)propane-1,2-diol